5-(5-((R)-1-(3,5-Dichloropyridin-4-yl)ethoxy)-1-(tetrahydro-2H-pyran-2-yl)-1H-indazol-3-yl)-3-(2,2,2-trifluoroethoxy)pyridin-2-amine ClC=1C=NC=C(C1[C@@H](C)OC=1C=C2C(=NN(C2=CC1)C1OCCCC1)C=1C=C(C(=NC1)N)OCC(F)(F)F)Cl